FC(C(=O)O)(F)F.FC(C1=CC=CC(=N1)NC(=O)C=1N=C(C=2N(C1)C=C(N2)C2CCOCC2)OCC)F N-[6-(difluoromethyl)-2-pyridinyl]-8-ethoxy-2-tetrahydropyran-4-yl-imidazo[1,2-a]pyrazine-6-carboxamide trifluoroacetate salt